(R)-3-(5-bromo-3-((2-(2-ethoxy-2-oxoethyl)-3-methylphenoxy)methyl)-1H-indazol-1-yl)pyrrolidine-1-carboxylic acid tert-butyl ester C(C)(C)(C)OC(=O)N1C[C@@H](CC1)N1N=C(C2=CC(=CC=C12)Br)COC1=C(C(=CC=C1)C)CC(=O)OCC